NC1=NC=2CCCCC2C=C1 2-amino-5,6,7,8-tetrahydroquinoline